COC1=CC=C(C=C1)S p-methoxyphenyl mercaptan